C=12C(=CC=C3C=CC=CC13)C(=O)OC2=O naphthalenedicarboxylic acid, anhydride